FC1=C(C(=C(C(=C1F)C(F)(F)F)F)F)NC(CCCCC)=O N-(2,3,5,6-tetrafluoro-4-(trifluoromethyl)phenyl)hexanamide